ethyl 2-cyclopropyl-3,5-difluoroisonicotinate C1(CC1)C=1C(=C(C(=O)OCC)C(=CN1)F)F